N1C=NC=C1CCN1C(CCCC1=O)=O 1-(2-(1H-imidazol-5-yl)ethyl)piperidine-2,6-dione